(R)-4-((3R,8S,9S,10R,13R,14S,17R)-3-hydroxy-3,10,13-trimethyl-2,3,4,7,8,9,10,11,12,13,14,15,16,17-tetradecahydro-1H-cyclopenta[a]phenanthren-17-yl)-N,N-dimethylpentanamide O[C@@]1(CC[C@@]2([C@H]3CC[C@@]4([C@H](CC[C@H]4[C@@H]3CC=C2C1)[C@@H](CCC(=O)N(C)C)C)C)C)C